2-((methoxymethoxy)methyl)-2,5-dimethyl-2,3-dihydro-1H-indene COCOCC1(CC2=CC=C(C=C2C1)C)C